CN(C1=C(C(N(N=C1)CC1=CC=C(C=C1)OC)=O)C(C(F)(F)F)O)C 5-(dimethylamino)-2-(4-methoxybenzyl)-4-(2,2,2-trifluoro-1-hydroxyethyl)pyridazin-3(2H)-one